(E)-N'-[4-bromo-2-[7-fluoro-2-(oxan-2-yl)indazole-4-carbonyl]naphthalen-1-yl]-N,N-dimethylmethanimidamide BrC1=CC(=C(C2=CC=CC=C12)/N=C/N(C)C)C(=O)C=1C2=CN(N=C2C(=CC1)F)C1OCCCC1